(S)-1-(6-bromo-5-fluoro-1-neopentyl-1H-indol-3-yl)-2,2-difluoroethan-1-amine BrC1=C(C=C2C(=CN(C2=C1)CC(C)(C)C)[C@@H](C(F)F)N)F